C(#N)C=1C=C(CN2CC=3C(N(C=4N(C3CC2)C=CN4)CC4=CC=C(C=C4)C)=O)C=CC1 7-(3-cyanobenzyl)-4-(4-methylbenzyl)-6,7,8,9-tetrahydroimidazo[1,2-a]pyrido[3,4-e]pyrimidin-5(4H)-one